C(C)OC(OCC)[SiH2]CCCN1C(CCC1=O)=O N-(3-diethoxymethylsilylpropyl)succinimide